N-(tert-butyl)-3-(2-(4-(methylsulfonyl)-2-(6-azaspiro[2.5]oct-6-yl)phenyl)-1H-imidazol-5-yl)benzenesulfonamide C(C)(C)(C)NS(=O)(=O)C1=CC(=CC=C1)C1=CN=C(N1)C1=C(C=C(C=C1)S(=O)(=O)C)N1CCC2(CC2)CC1